pentyl benzoate (AMYL BENZOATE) C(CCCC)C1=C(C(=O)O)C=CC=C1.C(C1=CC=CC=C1)(=O)OCCCCC